OC1=C(N=C(C2=CC=CC=C12)C)C(=O)NCC(=O)O N-[(4-hydroxy-1-methyl-3-isoquinolyl)carbonyl]-glycine